N-(2-hydroxyethenyl)isoindoline OC=CN1CC2=CC=CC=C2C1